1,3-Bis(hydroxymethyl)-5,5-dimethyl-2,4-imidazolidindion OCN1C(N(C(C1(C)C)=O)CO)=O